(S)-4-amino-5-((2-(3-methoxyphenoxy)phenyl)amino)-5-oxopentanoic acid tert-butyl ester C(C)(C)(C)OC(CC[C@@H](C(=O)NC1=C(C=CC=C1)OC1=CC(=CC=C1)OC)N)=O